COC=1C=C(C=C(C1)OC)C=1C(N(C2=CC(=NC=C2C1)NC1=C(C=CC=C1[N+](=O)[O-])C)CCCN1CCCCC1)=O 3-(3,5-dimethoxyphenyl)-7-((2-methyl-6-nitrophenyl)amino)-1-(3-(piperidin-1-yl)propyl)-1,6-naphthyridin-2(1H)-one